4-bromo-α,α-difluoro-3-(trifluoromethyl)-phenylpropionic acid BrC1=C(C=C(C=C1)CC(C(=O)O)(F)F)C(F)(F)F